CC1CCCC1 (1S,2R)-1-methylcyclopentane